BrC=1C(=CC=2C3=C(C(=NC2C1F)N1CC(C1)N(C)C)N=C(N3C3C1CN(C3C1)C(=O)OC(C)(C)C)CC)Cl tert-butyl (endo)-5-(7-bromo-8-chloro-4-(3-(dimethylamino)azetidin-1-yl)-2-ethyl-6-fluoro-1H-imidazo[4,5-c]quinolin-1-yl)-2-azabicyclo[2.1.1]hexane-2-carboxylate